C(=O)[C@H]1N=CC2=CC=CC=C2C1 (S)-3-formyl-3,4-dihydroisoquinoline